(5S,7R,8S,9S,10R)-7-(((tert-butyldimethylsilyl)oxy)methyl)-9-(prop-2-yn-1-yloxy)-1,6-dioxaspiro[4.5]decan-8,10-diol [Si](C)(C)(C(C)(C)C)OC[C@H]1O[C@@]2(CCCO2)[C@@H]([C@H]([C@H]1O)OCC#C)O